N-((1H-indazol-6-yl)methyl)-4-((dimethylamino)methyl)-N-(3-methoxybenzyl)oxazol-2-amine N1N=CC2=CC=C(C=C12)CN(C=1OC=C(N1)CN(C)C)CC1=CC(=CC=C1)OC